NCC=1C=C(C=CC1)C1=CC(=CC=2C=C(OC21)COC2=C(C=CC=C2)CC(=O)O)C(=O)O 7-(3-(aminomethyl)phenyl)-2-((2-(carboxymethyl)phenoxy)methyl)benzofuran-5-carboxylic acid